(tert-butyl)-L-threonine tert-butyl ester C(C)(C)(C)OC([C@@H](NC(C)(C)C)[C@H](O)C)=O